C(CCC)(=O)C1=CC(=C(C(=N1)C#N)C1=NC=C2C=C(N=CC2=C1)NC(=O)C1CC1)C N-(7-(6-butyryl-2-cyano-4-methylpyridin-3-yl)-2,6-naphthyridin-3-yl)cyclopropanecarboxamide